The molecule is a monocarboxylic acid anion that is the conjugate base of dichloroacetic acid. It derives from an acetate. It is a conjugate base of a dichloroacetic acid. C(C(=O)[O-])(Cl)Cl